NC1=C(C2=CN(N=C2C(=C1)Br)C)C(=O)N 5-amino-7-bromo-2-methyl-indazole-4-carboxamide